O[C@]1(C(CO)=O)[C@H](C[C@H]2[C@@H]3CCC4=CC(C=C[C@]4(C)[C@H]3C(C[C@]12C)=O)=O)C (16β)-17,21-dihydroxy-16-methylpregna-1,4-diene-3,11,20-trione